ONC(=N)C1=CC=C2C(=N1)C=C(N2COCC[Si](C)(C)C)CN(C(OC(C)(C)C)=O)C tert-butyl ((5-(N-hydroxycarbamimidoyl)-1-((2-(trimethylsilyl)-ethoxy)methyl)-1H-pyrrolo[3,2-b]pyridin-2-yl)methyl)(methyl)carbamate